CC(C)[S-] Methyl-ethanethiolate